C(=O)O.CC=1C=CC(=NC1)C(=O)OC1=C2C(=CNC2=CC=C1)CCN(C)C 3-(2-(dimethylamino)ethyl)-1H-indol-4-yl 5-methylpicolinate, formic acid salt